OC1=C(C=C(C(=O)OC)C=C1)S(NC1=C(C=CC(=C1)S(=O)(=O)C)N1C(CCCC1)CCCO)(=O)=O methyl 4-hydroxy-3-(N-(2-(2-(3-hydroxypropyl) piperidin-1-yl)-5-(methylsulfonyl)phenyl)sulfamoyl)benzoate